NC1=CC(=C(C(=O)OC)C=C1)F methyl 4-amino-2-fluorobenzoate